(P)-4-(1,6-dimethyl-1H-indazol-7-yl)-6,6-dimethyl-2-(2-(2-propenoyl)-2,6-diazaspiro[3.4]octan-6-yl)-6,7-dihydro-5H-cyclopenta[b]pyridine-3-carbonitrile CN1N=CC2=CC=C(C(=C12)C1=C2C(=NC(=C1C#N)N1CC3(CN(C3)C(C=C)=O)CC1)CC(C2)(C)C)C